N-(1-methyl-2-(1H-pyrazol-4-yl)-1H-pyrrolo[3,2-c]pyridin-6-yl)cyclopropanecarboxamide CN1C(=CC=2C=NC(=CC21)NC(=O)C2CC2)C=2C=NNC2